isopropyl (trans-4-(5-(2-(N-(tert-butyl)sulfamoyl)-4-(1-(2,2,2-trifluoroethyl)-1H-pyrazol-4-yl)phenyl)thiazol-2-yl)cyclohexyl)carbamate C(C)(C)(C)NS(=O)(=O)C1=C(C=CC(=C1)C=1C=NN(C1)CC(F)(F)F)C1=CN=C(S1)[C@@H]1CC[C@H](CC1)NC(OC(C)C)=O